FC1=C(C=CC=C1)C=1C=NOC1C1=CC=C(C2=CC=CC=C12)OC 4-(2-fluorophenyl)-5-(4-methoxynaphthalene-1-yl)isoxazole